[1,3]Dioxolane-5-yl-triethoxysilane O1COCC1[Si](OCC)(OCC)OCC